FC1=C(C(C(C1(F)F)(F)F)(F)F)C1=C(SC(=C1)C1=CC=C(C=C1)C=C)C1=CC=CC=C1 3-(perfluorocyclopent-1-en-1-yl)-2-phenyl-5-(4-vinylphenyl)thiophene